C(C)(C)(C)OC(=O)N1CCCC2=CC=CN=C12 3,4-dihydro-1,8-naphthyridine-1(2H)-carboxylic acid tert-butyl ester